1,2-di(4-methoxy-3-aminophenyl)ethane COC1=C(C=C(C=C1)CCC1=CC(=C(C=C1)OC)N)N